4,6,7-trichloro-1-(2-isopropyl-4-methylpyridin-3-yl)pyrido[2,3-d]pyrimidin-2-one ClC=1C2=C(N(C(N1)=O)C=1C(=NC=CC1C)C(C)C)N=C(C(=C2)Cl)Cl